C1(CC1)C1=NN(C=C1C1=NC(=CC=C1)C)C(=O)OC(C)(C)C tert-butyl 3-cyclopropyl-4-(6-methylpyridin-2-yl)-1H-pyrazole-1-carboxylate